NC=1C=C(C=NC1)C1=CC(=NC2=C1OCCN2C(=O)OC(C)(C)C)C2=C(C=CC(=C2)Cl)F tert-butyl 8-(5-aminopyridin-3-yl)-6-(5-chloro-2-fluorophenyl)-2H,3H,4H-pyrido[3,2-b][1,4]oxazine-4-carboxylate